CN1N=C(N=C1OC1CCOCC1)C1=CC=C(C=O)C=C1 4-[1-Methyl-5-(tetrahydro-2H-pyran-4-yloxy)-1H-1,2,4-triazol-3-yl]benzaldehyd